ClC1=NC(=CC(=C1)C1=C(N=C(S1)NC(=O)N1CCC(CC1)(C)O)C1=CC(=CC=C1)C#N)C N-[5-(2-chloro-6-methyl-4-pyridyl)-4-(3-cyanophenyl)thiazol-2-yl]-4-hydroxy-4-methyl-piperidine-1-carboxamide